Icosyl ((S)-(((2R,3S,5R)-5-(6-amino-2-fluoro-9H-purin-9-yl)-2-ethynyl-3-(((hexyloxy)carbonyl)oxy)tetrahydro-furan-2-yl)methoxy)(phenoxy)phosphoryl)-L-phenylalaninate NC1=C2N=CN(C2=NC(=N1)F)[C@H]1C[C@@H]([C@@](O1)(C#C)CO[P@](=O)(OC1=CC=CC=C1)N[C@@H](CC1=CC=CC=C1)C(=O)OCCCCCCCCCCCCCCCCCCCC)OC(=O)OCCCCCC